OCC(=O)O hydroxylAcetic acid